S-(2-((tert-butoxycarbonyl)amino)ethyl-1,1-d2) ethanethioate C(C)(SC(CNC(=O)OC(C)(C)C)([2H])[2H])=O